Pyrimidin-2(1H)-one trifluoroacetate salt FC(C(=O)O)(F)F.N1C(N=CC=C1)=O